2-(4-nonylphenoxy)acetic acid C(CCCCCCCC)C1=CC=C(OCC(=O)O)C=C1